methyl (S)-3-(5-bromo-3-fluoropyridin-2-yl)-2-((tert-butoxycarbonyl)amino)propanoate BrC=1C=C(C(=NC1)C[C@@H](C(=O)OC)NC(=O)OC(C)(C)C)F